(1s,4s)-4-((5-(1-(Difluoromethyl)-1H-pyrazol-3-yl)-2-((2-(1-((methylsulfonyl)methyl)-1H-pyrazol-4-yl)pyrimidin-4-yl)amino)pyridin-4-yl)amino)-1-methylcyclohexan-1-ol FC(N1N=C(C=C1)C=1C(=CC(=NC1)NC1=NC(=NC=C1)C=1C=NN(C1)CS(=O)(=O)C)NC1CCC(CC1)(O)C)F